C1(CC1)C1=C(C(=O)OCC)C(=CC=N1)C ethyl 2-cyclopropyl-4-methylnicotinate